(S)-6-(4-(3-chloro-4-fluorophenyl)-1-((tetrahydrofuran-2-yl)methyl)-1H-imidazol-5-yl)imidazo[1,2-b]pyridazine-3-carboxamide ClC=1C=C(C=CC1F)C=1N=CN(C1C=1C=CC=2N(N1)C(=CN2)C(=O)N)C[C@H]2OCCC2